CC=1N=C(NC(C1)=O)C12COC(C1)C2 4-methyl-2-(2-oxabicyclo[2.1.1]hex-4-yl)-1H-pyrimidin-6-one